C(C)(C)(C)C1=NC(=CC(=C1)C(C)(C)C)C(C)(C)C 2,4,6-tri-tert-butyl-pyridine